Ethyl-3-{2-chloro-4-fluoro-5-[3-methyl-2,6-dioxo-4-(trifluoromethyl)-3,6-dihydropyrimidin-1(2H)-yl] phenyl}-5-methyl-4,5-dihydro-1,2-oxazol-5-carboxylat C(C)OC(=O)C1(CC(=NO1)C1=C(C=C(C(=C1)N1C(N(C(=CC1=O)C(F)(F)F)C)=O)F)Cl)C